2-(6-(cyclopropanesulfonylamino)pyrazin-2-yl)-N-(5-(6-ethoxypyrazin-2-yl)pyridin-2-yl)-2-(S)-fluorobutyramide C1(CC1)S(=O)(=O)NC1=CN=CC(=N1)[C@](C(=O)NC1=NC=C(C=C1)C1=NC(=CN=C1)OCC)(CC)F